2-(4-methoxyphenyl)-6-(p-tolyl)benzo[b]Thiophene-3-carboxamide COC1=CC=C(C=C1)C1=C(C2=C(S1)C=C(C=C2)C2=CC=C(C=C2)C)C(=O)N